ethyl-phenyl-(2,4,6-trimethylbenzoyl)-phosphonite C(C)P([O-])([O-])(C(C1=C(C=C(C=C1C)C)C)=O)C1=CC=CC=C1